C1(CCC1)N1CCN(CC1)C=1C(=C2C(=CN1)NC(=C2C(C)C)C=2C=C(C=1N(C2)N=CN1)OC)F 6-(5-(4-cyclobutylpiperazin-1-yl)-4-fluoro-3-isopropyl-1H-pyrrolo[2,3-c]pyridin-2-yl)-8-methoxy-[1,2,4]triazolo[1,5-a]pyridine